FC=1C=C(C=CC1F)N1C(=NN=C1C)[C@@H]1CC[C@H](CC1)OC1=NC=CC=C1 trans-2-((4-(4-(3,4-Difluorophenyl)-5-methyl-4H-1,2,4-triazol-3-yl)cyclohexyl)oxy)pyridin